NC1=CC=C(C=C1)CCCCCCCN(C(OC(C)(C)C)=O)C(=O)OC(C)(C)C tert-butyl (7-(4-aminophenyl)heptyl)(tert-butoxycarbonyl)carbamate